N-methyl-5-chloro-3-phenylbenzoisoxazole CN1OC2=C(C1C1=CC=CC=C1)C=C(C=C2)Cl